1,4-dihydrochromeno[4,3-c]pyrazole N1N=CC2=C1C=1C=CC=CC1OC2